(R)-1-((6-fluoro-2-(2-methoxy-7-methylquinoxalin-5-yl)thiazolo[5,4-b]pyridin-5-yl)oxy)propan-2-yl (6-(4-hydroxypiperidine-1-carbonyl)pyridin-3-yl)carbamate OC1CCN(CC1)C(=O)C1=CC=C(C=N1)NC(O[C@@H](COC1=C(C=C2C(=N1)SC(=N2)C2=C1N=CC(=NC1=CC(=C2)C)OC)F)C)=O